[N+](=O)([O-])C1=CC=C(C(=O)O[C@H]2[C@H](CC[C@@H]2OCC2=CC=CC=C2)N=[N+]=[N-])C=C1 |o1:10,11,14| rel-(1S,2S,5S)-2-azido-5-(benzyloxy)cyclopentyl 4-nitrobenzoate